ClC1=NC=2C=CC=CC2C2=C1NC(N2CC2=CC(=C(C=C2)Cl)CN2CCCC2)=O 4-chloro-1-(4-chloro-3-(pyrrolidin-1-ylmethyl)benzyl)-1H-imidazo[4,5-c]quinolin-2(3H)-one